FC1=C(C(=CC(=C1)C=1C(=NNC1C)C1=CC(=NC=C1)C)F)N1CCC2(CCC(NC2)=O)CC1 9-[2,6-difluoro-4-[5-methyl-3-(2-methyl-4-pyridyl)-1H-pyrazol-4-yl]phenyl]-2,9-diazaspiro[5.5]undecan-3-one